O1CC[C@@H](C2=CC=CC=C12)NC(=O)C=1C=NC2=C(N=CC=C2C1N(C)C)C1=CC(=CC(=C1)F)F N-[(4S)-chroman-4-yl]-8-(3,5-difluorophenyl)-4-(dimethylamino)-1,7-naphthyridine-3-carboxamide